2-ethyl-4-(4-methoxy-2-methylthieno[2',3':5,6]benzo[1,2-d]oxazol-7-yl)-4-oxobutanoic acid C(C)C(C(=O)O)CC(=O)C1=CC2=C(C=C(C3=C2N=C(O3)C)OC)S1